CC(=CCO)CC=CC=C 3-methylocta-2,5,7-trien-1-ol